C(C)(C)(C)NC(=O)C1=NC=CC(=C1)NC(CC1=NC=CC=C1OC)=O N-tert-butyl-4-[[2-(3-methoxy-2-pyridinyl)acetyl]amino]pyridine-2-carboxamide